[4-(5,5-dioxo-6,11-dihydrobenzo[c][1]benzothiepin-11-yl)piperazin-1-yl]-(1H-pyrrolo[2,3-b]pyridin-3-yl)methanone O=S1(CC2=C(C(C3=C1C=CC=C3)N3CCN(CC3)C(=O)C3=CNC1=NC=CC=C13)C=CC=C2)=O